COC(C1=NC(=CC=C1N[C@H](C)C1=CC(=CC=2C(C(=C(OC21)C=2C=NN(C2)C2CC2)C)=O)C)Cl)=O (R)-6-chloro-3-((1-(2-(1-cyclopropyl-1H-pyrazol-4-yl)-3,6-dimethyl-4-oxo-4H-benzopyran-8-yl)ethyl)amino)picolinic acid methyl ester